C[Si](CCOCN1N=C(C=C1)COCC1=CC=2N(C=C1)C(=CN2)C(=O)OCC)(C)C ethyl 7-(((1-((2-(trimethylsilyl)ethoxy)methyl)-1H-pyrazol-3-yl)methoxy)methyl)imidazo[1,2-a]pyridine-3-carboxylate